C1(CCC(N1C(C(C(=O)O)N1C(CCC1=O)=O)C(=O)O)=O)=O.C(CCC(=O)ON1C(CCC1=O)=O)(=O)ON1C(CCC1=O)=O disuccinimidyl succinate (Disuccinimidyl Succinate)